C1(CC1)[C@@H]1N(C2=CC=C(C=C2[C@@H]([C@H]1C)NC1=NC(=CC=C1)CN(C)C)F)C(C)=O 1-((2S,3R,4R)-2-cyclopropyl-4-((6-((dimethylamino)methyl)pyridin-2-yl)amino)-6-fluoro-3-methyl-3,4-dihydroquinolin-1(2H)-yl)ethanone